N-((1r,3r)-3-(3-chloro-4-cyanophenoxy)-2,2,4,4-tetramethylcyclobutyl)-6-(4-((3-(2,4-dioxotetrahydropyrimidin-1(2H)-yl)pyridin-4-yl)methyl)piperazin-1-yl)nicotinamide ClC=1C=C(OC2C(C(C2(C)C)NC(C2=CN=C(C=C2)N2CCN(CC2)CC2=C(C=NC=C2)N2C(NC(CC2)=O)=O)=O)(C)C)C=CC1C#N